3-(6-(2-(pyridin-2-yl)acetylamino)pyridazin-3-yl)pyrrolidine-1-carboxylic acid tert-butyl ester C(C)(C)(C)OC(=O)N1CC(CC1)C=1N=NC(=CC1)NC(CC1=NC=CC=C1)=O